tert-butyl N-[(3S)-3-amino-4-[tertbutyl(dimethyl)silyl]oxy-butyl]-N-[(2S)-3-(tertbutoxycarbonylamino)-2-hydroxypropyl]carbamate N[C@@H](CCN(C(OC(C)(C)C)=O)C[C@H](CNC(=O)OC(C)(C)C)O)CO[Si](C)(C)C(C)(C)C